O(C1=CC=CC=C1)C1CCN(CC1)C(CC=1N=C(SC1)C1=CC=CC=C1)=O 1-(4-Phenoxypiperidin-1-yl)-2-(2-phenyl-1,3-thiazol-4-yl)ethan-1-one